N-[5-(7-fluoro-1H-benzimidazol-2-yl)-1-[(4-methoxyphenyl)methyl]pyrazol-3-yl]-6-[4-(hydroxymethyl)-1-piperidyl]pyridine FC1=CC=CC2=C1NC(=N2)C2=CC(=NN2CC2=CC=C(C=C2)OC)N2CC=CC=C2N2CCC(CC2)CO